FC=1C(=NN(C1)CC1=NC=CC=C1)C(=O)NC1C(N(C2=C(OC1)C=CC=C2)C)=O 4-fluoro-N-(5-methyl-4-oxo-2,3,4,5-tetrahydrobenzo[b][1,4]oxazepin-3-yl)-1-(pyridin-2-ylmethyl)-1H-pyrazole-3-carboxamide